3-(2-chloro-3-{1H-pyrrolo[2,3-b]pyridin-5-yl}phenyl)piperidine-2,6-dione ClC1=C(C=CC=C1C=1C=C2C(=NC1)NC=C2)C2C(NC(CC2)=O)=O